C([C@H](C(=O)OP(=O)(O)O)O)OP(=O)(O)O 1,3-bisphospho-D-glycerate